C(C(=C)C)(=O)CO[Si](OC)(C)CCC methacryloylpropylmethyldimethoxysilane